2,4,6-tris(2-hydroxy-3-methyl-4-ethoxycarbonylethyloxyphenyl)-1,3,5-triazine OC1=C(C=CC(=C1C)OCCC(=O)OCC)C1=NC(=NC(=N1)C1=C(C(=C(C=C1)OCCC(=O)OCC)C)O)C1=C(C(=C(C=C1)OCCC(=O)OCC)C)O